CN1C=NC=C1C=1N=C(SC1)C(=O)OC methyl 4-(3-methylimidazol-4-yl)thiazole-2-carboxylate